CN1C(N(C=2N=CN(C2C1=O)CC(=O)NC1=CC=C(C=C1)C=1N=NN(C1)C=1C=C(C=CC1)C)C)=O 2-(1,3-dimethyl-2,6-dioxo-1,2,3,6-tetrahydropurin-7-yl)-N-[4-(1-m-tolyl-1H-[1,2,3]triazol-4-yl)-phenyl]acetamide